tert-Butyl (1S,4S)-5-(7-bromo-2,8-dichloro-6-cyclopropylpyrido[3,2-d]pyrimidin-4-yl)-2,5-diazabicyclo[2.2.1]heptane-2-carboxylate BrC1=C(C=2N=C(N=C(C2N=C1C1CC1)N1[C@@H]2CN([C@H](C1)C2)C(=O)OC(C)(C)C)Cl)Cl